FC=1C=C(CC=2C=C3C(=NNC3=CC2)NC(C2=C(C=C(C=C2)N2CCN(CC2)CCCNC2=CC=CC=3N(C=NC32)C3C(NC(CC3)=O)=O)NC3CCOCC3)=O)C=C(C1)F N-(5-(3,5-difluorobenzyl)-1H-indazol-3-yl)-4-(4-(3-((1-(2,6-dioxopiperidin-3-yl)-1H-benzo[d]imidazol-4-yl)amino)propyl)piperazin-1-yl)-2-((tetrahydro-2H-pyran-4-yl)amino)benzamide